F[C@H]1[C@H]2CC[C@@H](CC1)N2 (1R,2R,3R,5S)-2-fluoro-8-azabicyclo[3.2.1]octan